N-[2-[(5-bromo-3-nitropyridin-2-yl)oxy]ethyl]-N-(propan-2-yl)carbamic acid tert-butyl ester C(C)(C)(C)OC(N(C(C)C)CCOC1=NC=C(C=C1[N+](=O)[O-])Br)=O